2-(3-(methylcarbamoyl)phenyl)acetic acid CNC(=O)C=1C=C(C=CC1)CC(=O)O